1-[(8aS)-6-Chloro-5-(1-methyl-1H-indol-3-yl)-8a,9,11,12-tetrahydropyrazino[2',1':3,4][1,4]oxazepino[5,6,7-de]quinazolin-10(8H)-yl]prop-2-en-1-one ClC1=C2C3=C(N=CN=C3C=C1C1=CN(C3=CC=CC=C13)C)N1[C@H](CO2)CN(CC1)C(C=C)=O